methyl 2-((6-chloro-5-(2'-hydroxy-4'-(((2-(2-hydroxyethoxy)ethyl)amino)methyl)-[1,1'-biphenyl]-4-yl)-1H-imidazo[4,5-b]pyridin-2-yl)thio)acetate ClC=1C=C2C(=NC1C1=CC=C(C=C1)C1=C(C=C(C=C1)CNCCOCCO)O)N=C(N2)SCC(=O)OC